dioleoyltrimethyl-ammonium C(CCCCCCC\C=C/CCCCCCCC)(=O)C([NH+](C)C)C(CCCCCCC\C=C/CCCCCCCC)=O